4-(4-(azetidin-3-yl)phenoxy)-3-methyl-1H-pyrrolo[2,3-b]pyridine N1CC(C1)C1=CC=C(OC2=C3C(=NC=C2)NC=C3C)C=C1